N-[3-[2-(difluoromethoxy)-5-(1-quinuclidin-3-ylpyrazol-4-yl)sulfonyl-phenyl]-1-methyl-pyrazol-4-yl]pyrazolo[1,5-a]pyrimidine-3-carboxamide FC(OC1=C(C=C(C=C1)S(=O)(=O)C=1C=NN(C1)C1CN2CCC1CC2)C2=NN(C=C2NC(=O)C=2C=NN1C2N=CC=C1)C)F